5-Bromo-N'-(cyclopropanecarbonyl)-1-tosyl-2,3-dihydro-1H-benzo[b]azepine-4-Carbohydrazide BrC=1C2=C(N(CCC1C(=O)NNC(=O)C1CC1)S(=O)(=O)C1=CC=C(C)C=C1)C=CC=C2